OCP(CO)(CO)=O Tris(hydroxymethyl)phosphine oxide